C(C)(C)(C)OC(C[C@H]1[C@@H](C1)N)=O |r| (+/-)-2-((trans)-2-aminocyclopropyl)acetic acid tert-butyl ester